4-(tert-butyl)-2-iodoaniline C(C)(C)(C)C1=CC(=C(N)C=C1)I